ClC=1C=2C(C(=NC1)N1CC3(CC3)C(C1)(F)F)=CN(N2)C=2C(NC(NC2)=O)=O 5-[7-chloro-4-(7,7-difluoro-5-azaspiro[2.4]heptan-5-yl)pyrazolo[4,3-c]pyridin-2-yl]-1H-pyrimidine-2,4-dione